Cl.C1(CCC1)N1C2C3=CC=CC=C3C1CC(C2)C 12-Cyclobutyl-10-methyl-12-azatricyclo[6.3.1.02,7]dodeca-2,4,6-trien hydrochloride